4-(azepan-4-ylamino)-6-(5-cyanopyrazin-2-ylamino)-N-methylpyridazine-3-carboxamide N1CCC(CCC1)NC1=C(N=NC(=C1)NC1=NC=C(N=C1)C#N)C(=O)NC